C(C)(C)(C)S(=O)NC(C(C(=O)OCC)(F)F)C1=C(C=CC(=C1)[N+](=O)[O-])F ethyl 3-((tert-butylsulfinyl)amino)-2,2-difluoro-3-(2-fluoro-5-nitrophenyl)propanoate